C(CCCCCCCC=CCCCCCC)(=O)O 9-hexadecenoic acid